NC1=C(N)C(=C(C(=C1[2H])[2H])[2H])[2H] 2-amino-3,4,5,6-tetradeuteroaniline